S1C(=NC2=C1C=CC=C2)C21CCC(CC2)(CC1)CNC=1C=C(C=CC1)/C=C/C(=O)OC methyl (E)-3-(3-(((4-(benzo[d]thiazol-2-yl)bicyclo[2.2.2]octan-1-yl)methyl)amino)phenyl)acrylate